2-methylene-3-(3-(1-(4-(trifluoromethyl)phenyl)cyclopropyl)-1,2,4-oxadiazol-5-yl)butanoic acid C=C(C(=O)O)C(C)C1=NC(=NO1)C1(CC1)C1=CC=C(C=C1)C(F)(F)F